3-[3-(3-methyl-1H-pyrrolo[2,3-b]pyridin-4-yl)-4,5,6,7-tetrahydropyrazolo[1,5-a]pyrazin-2-yl]benzonitrile hydrogen chloride Cl.CC1=CNC2=NC=CC(=C21)C=2C(=NN1C2CNCC1)C=1C=C(C#N)C=CC1